benzyl 4-(3-((1R,5S)-3-(3-amino-6-(2-(methoxymethoxy)phenyl)pyridazin-4-yl)-3,8-diazabicyclo[3.2.1]octan-8-yl)-5-chlorophenoxy)piperidine-1-carboxylate NC=1N=NC(=CC1N1C[C@H]2CC[C@@H](C1)N2C=2C=C(OC1CCN(CC1)C(=O)OCC1=CC=CC=C1)C=C(C2)Cl)C2=C(C=CC=C2)OCOC